NC1=C(C=CC=C1C(=O)NCC1=CC=CC=C1)C1=CC(=CC(=C1)[N+](=O)[O-])C amino-N-benzyl-3'-methyl-5'-nitro-[1,1'-biphenyl]-3-carboxamide